(±)-(4Z)-4-(1,3-benzothiazol-6-ylmethylene)-2-(spiro[2.5]octan-2-ylamino)-1H-imidazol-5-one S1C=NC2=C1C=C(C=C2)\C=C\2/N=C(NC2=O)N[C@@H]2CC21CCCCC1 |r|